bis-(4-aminophenyl)phenylphosphine oxide NC1=CC=C(C=C1)P(C1=CC=CC=C1)(C1=CC=C(C=C1)N)=O